N(=C=O)C1=CC=C(C=C1)C=1N=C(N(N1)C1=CC=C(C=C1)OC(F)(F)F)NC(C)=O N-[5-(4-isocyanatophenyl)-2-[4-(trifluoromethoxy)phenyl]-1,2,4-triazol-3-yl]acetamide